DL-m-chlorobenzene ClC=1C=CC=CC1